C(C)(C)(C)OC(N(CC=1OC(=NN1)C=1C(=NC=CC1)NC1=CC=C(C=C1)C(F)(F)F)CC)=O N-ethyl-N-[[5-[2-[4-(trifluoromethyl)anilino]-3-pyridinyl]-1,3,4-oxadiazol-2-yl]methyl]carbamic acid tert-butyl ester